C1(CC1)N1C(C(=CC=C1)C(=O)NC1=CC2=CN(N=C2C=C1OC)C1CCC(CC1)CO)=O 1-cyclopropyl-N-(2-((1r,4r)-4-(hydroxymethyl)cyclohexyl)-6-methoxy-2H-indazol-5-yl)-2-oxo-1,2-dihydropyridine-3-carboxamide